1-ethylhexyl 9-[3-[tert-butoxycarbonyl(methyl)amino]propyl-[9-(1-ethylhexoxy)-9-oxo-nonyl]amino]nonanoate C(C)(C)(C)OC(=O)N(CCCN(CCCCCCCCC(=O)OC(CCCCC)CC)CCCCCCCCC(=O)OC(CCCCC)CC)C